C(=O)O.C(C1=CC(O)=C(O)C(O)=C1)(=O)O gallic acid formate